C1(CC1)S(=O)(=N)C1=CC=C(C=C1)OC1=NC=NC2=CC(=C(C=C12)OC)OC cyclopropyl(4-((6,7-dimethoxyquinazolin-4-yl)oxy)phenyl)(imino)-λ6-sulfanone